OC1(CC(C1)C(=O)N1CCC2(CC(C2)CC2=CC=C(C=C2)C)CC1)C ((1s,3s)-3-Hydroxy-3-methylcyclobutyl)(2-(4-methylbenzyl)-7-azaspiro[3.5]nonan-7-yl)methanone